C(C)(=O)N[C@@H](CCCCN)C(=O)O N-Acetyllysine